C(C)(C)(C)OC(NCC(=O)N1CC2=CC(=CC=C2CC1)OC1=CC(=C(C=C1)C(F)(F)F)F)=O.BrC=1C=C(C(=C(C1)Cl)OC1=CC(=C(C=C1)OC)S(=O)(=O)C)Cl 5-bromo-1,3-dichloro-2-(4-methoxy-3-methylsulfonyl-phenoxy)benzene tert-butyl-N-[2-[7-[3-fluoro-4-(trifluoromethyl)phenoxy]-3,4-dihydro-1H-isoquinolin-2-yl]-2-oxo-ethyl]carbamate